4-(4-fluorophenyl)-N-(pyrrolidin-3-ylmethyl)-3,4-dihydroquinoxaline-1(2H)-carboxamide FC1=CC=C(C=C1)N1CCN(C2=CC=CC=C12)C(=O)NCC1CNCC1